ClC1=CC(=C2C=C(NC2=C1)C(=O)N1CC2(CC1C(=O)N[C@H](C(=O)OC)C[C@H]1C(NCCC1)=O)CCCCC2)OC methyl (2S)-2-[[2-(6-chloro-4-methoxy-1H-indole-2-carbonyl)-2-azaspiro[4.5]decane-3-carbonyl]amino]-3-[(3S)-2-oxo-3-piperidyl]propanoate